2-((3-((R)-6-((3-carbamoylpyridin-2-yl)oxy)spiro[3.3]heptan-2-yl)ureido)methyl)-4-methylpentanoic acid C(N)(=O)C=1C(=NC=CC1)OC1CC2(CC(C2)NC(NCC(C(=O)O)CC(C)C)=O)C1